2-(2-chloro-6-spiro[cycloheptane-1,3'-indoline]-1'-yl-purin-9-yl)-5-(hydroxymethyl)tetrahydrofuran-3,4-diol ClC1=NC(=C2N=CN(C2=N1)C1OC(C(C1O)O)CO)N1CC2(C3=CC=CC=C13)CCCCCC2